ClC1=NC(=NC(=N1)N1CCOCC1)C1=CC(=C(S1)C=O)C 5-(4-chloro-6-morpholino-1,3,5-triazin-2-yl)-3-methylthiophene-2-carbaldehyde